C(C)(C)(C)OC(N(CCOC1=C(C=CC(=C1)C(NC1=CC(=CC=C1)C1=CC2=C(N(C=N2)C)C=C1C(F)(F)F)=O)[N+](=O)[O-])C)=O tert-butylmethyl(2-(5-((3-(1-methyl-6-(trifluoromethyl)-1H-benzo[d]imidazol-5-yl)phenyl)carbamoyl)-2-nitrophenoxy)ethyl)carbamate